NC1CN(CCC1)C1=NN2C(C(=N1)N)=CC=C2Br (3-aminopiperidin-1-yl)-7-bromopyrrolo[2,1-f][1,2,4]triazin-4-amine